N-(1-Cyclopropyl-1,2,3,4-tetrahydroquinolin-8-yl)-3-methylpyridine-2-sulfonamide C1(CC1)N1CCCC2=CC=CC(=C12)NS(=O)(=O)C1=NC=CC=C1C